O=C1NC(CCC1N1CC2=CC(=C(C=C2C1)N1C2CN(C(C1)C2)CC2CCN(CC2)CCOC2=CC=C(C=C2)C(=C(CC)C2=CC=CC=C2)C2=CC=CC=C2)F)=O 2-(2,6-dioxopiperidin-3-yl)-5-(5-((1-(2-(4-(1,2-diphenylbut-1-en-1-yl)phenoxy)ethyl)piperidin-4-yl)methyl)-2,5-diazabicyclo[2.2.1]heptane-2-yl)-6-fluoroisoindoline